1-(6-bromopyridin-2-yl)-3-ethoxyformyl-thiourea BrC1=CC=CC(=N1)NC(=S)NC(=O)OCC